FC1=C(C=CC=C1)C1=CC=C(C=C1)CCCNC(=O)C1=CC=NO1 N-(3-(2'-fluoro-[1,1'-biphenyl]-4-yl)propyl)isoxazole-5-carboxamide